ClC1=C(C(=NC=C1)C#N)CC1N(C(C2=C(C=CC=C12)F)=O)CC1=CC2=C(NC(O2)=O)C=C1 4-chloro-3-((4-fluoro-3-oxo-2-((2-oxo-2,3-dihydrobenzo[d]oxazol-6-yl)methyl)isoindolin-1-yl)methyl)picolinonitrile